1-isopropyl-3,3,7-trimethyl-5-phenyloctahydrobenzo[c]isoxazole C(C)(C)N1OC(C2C1C(CC(C2)C2=CC=CC=C2)C)(C)C